FC=1C=C2CCN(C2=CC1[S@@](=O)(CCC)=N)C(=O)[C@@H]1OC2=C(C1)C=C(C=C2)C2=NC=CC=C2 (S)-(5-fluoro-1-((R)-5-(pyridin-2-yl)-2,3-dihydrobenzofuran-2-carbonyl)indolin-6-yl)(imino)(propyl)-λ6-sulfanone